dipentaerythritol pentamyristate C(CCCCCCCCCCCCC)(=O)OCC(COC(CCCCCCCCCCCCC)=O)(COCC(COC(CCCCCCCCCCCCC)=O)(COC(CCCCCCCCCCCCC)=O)COC(CCCCCCCCCCCCC)=O)CO